4-(6-amino-5-methoxy-pyridazin-3-yl)-3,6-dihydro-2H-pyridine-1-carboxylic acid tert-butyl ester C(C)(C)(C)OC(=O)N1CCC(=CC1)C=1N=NC(=C(C1)OC)N